C(C)(C)C=1C(=NNC1C=1C=C(C=2N(C1)N=CN2)C)C2=CC=C(C=C2)C2CCNCC2 6-(4-isopropyl-3-(4-(piperidin-4-yl)phenyl)-1H-pyrazol-5-yl)-8-methyl-[1,2,4]triazolo[1,5-a]pyridine